FC=1C=C(CC=2C=NN(C2)C(=O)N[C@@H]2C(N(C3=C(OC2)C=CC(=C3)C(=O)N3CC2(COC2)C3)C)=O)C=CC1 (S)-4-(3-fluorobenzyl)-N-(5-methyl-4-oxo-7-(2-oxa-6-azaspiro[3.3]heptane-6-carbonyl)-2,3,4,5-tetrahydrobenzo[b][1,4]oxazepin-3-yl)-1H-pyrazole-1-carboxamide